COC1=CC=C(C=C1)[C@]1(C[C@@H]2[C@H](N(OC2(C)C)C)[C@H](C1)C)C |r| rac-(3aR,5R,7S,7aR)-5-(4-methoxyphenyl)-1,3,3,5,7-pentamethyloctahydrobenzo[c]isoxazole